2-fluoro-4-(((3S,4R)-1-((3-fluoro-4-(trifluoromethyl)phenyl)sulfonyl)-4-hydroxy-4-(hydroxymethyl)pyrrolidin-3-yl)oxy)benzonitrile FC1=C(C#N)C=CC(=C1)O[C@H]1CN(C[C@]1(CO)O)S(=O)(=O)C1=CC(=C(C=C1)C(F)(F)F)F